3-fluoro-N-((1s,3s)-3-hydroxycyclobutyl)-5-((6-morpholino-1-oxoisoquinolin-2(1H)-yl)methyl)benzamide FC=1C=C(C(=O)NC2CC(C2)O)C=C(C1)CN1C(C2=CC=C(C=C2C=C1)N1CCOCC1)=O